SC1=CC=C(C#N)C=C1 4-mercaptobenzonitrile